FC=1C=C(C=CC1)C1=C2N=C(C(=NC2=CC=C1)C(=O)N)CC=1SC(=CC1)C1=CC(=C(C=C1)OC(C)C)C (3-fluorophenyl)-((5-(4-isopropoxy-3-methylphenyl)thiophen-2-yl)methyl)quinoxaline-2-carboxamide